4-amino-N-(1,3-dimethoxypropan-2-yl)-7-fluoro-N-((1'-methyl-3H-spiro[benzofuran-2,4'-piperidin]-5-yl)methyl)-1,3-dihydrofuro[3,4-c]quinoline-8-carboxamide NC1=NC=2C=C(C(=CC2C2=C1COC2)C(=O)N(CC=2C=CC1=C(CC3(CCN(CC3)C)O1)C2)C(COC)COC)F